2-isopropenyl-3,3-dimethylpent-4-en-1-ol C(=C)(C)C(CO)C(C=C)(C)C